4-(2-(4-hydroxyphenyl)propane-2-yl)benzene OC1=CC=C(C=C1)C(C)(C)C1=CC=CC=C1